(butylamino)-3-(dimethylsulfamoyl)benzoic acid C(CCC)NC1=C(C(=O)O)C=CC=C1S(N(C)C)(=O)=O